ClC=1N=C(NC1[C@H]1[C@H](CN(CC1)S(=O)(=O)CCC(=O)N1CC(C1)(C)OC)C)C1=NC=C(C=C1)F 3-[[(3R,4R)-4-[4-Chloro-2-(5-fluoro-2-pyridyl)-1H-imidazol-5-yl]-3-methyl-1-piperidyl]sulfonyl]-1-(3-methoxy-3-methyl-azetidin-1-yl)propan-1-one